[Si](C)(C)(C(C)(C)C)O[C@@H]1C(N([C@@H](C1)CO[Si](C)(C)C(C)(C)C)C(=O)OC(C)(C)C)=O tert-butyl (3S,5S)-3-{[tert-butyl (dimethyl) silyl] oxy}-5-({[tert-butyl (dimethyl) silyl] oxy} methyl)-2-oxopyrrolidine-1-carboxylate